CN1C(=NC=C1)C1=CC=C(N1)C(=O)N1C[C@H](CC1)C(=O)NC1=CC(=C(C(=C1)F)F)F (S)-1-(5-(1-methyl-1H-imidazol-2-yl)-1H-pyrrole-2-carbonyl)-N-(3,4,5-trifluorophenyl)pyrrolidine-3-carboxamide